N1=C(N=CC2=C1NC=C2)C2=CC=C(C=C2)C[C@@H](C#N)C2(OCNC2)C(=O)N ((S)-2-(4-(7H-pyrrolo[2,3-d]pyrimidin-2-yl)phenyl)-1-cyanoethyl)-1,4-oxazolidine-2-carboxamide